1,2,4-oxadiazolepropionic acid O1N=C(N=C1)CCC(=O)O